ClC1=C(C(=CC=C1)F)N1C(C2=CC=C(C=C2C(=C1)C1(CC1)C)N1N=C(N(C1=O)CC)CO)=O (2-Chloro-6-fluorophenyl)-6-(4-ethyl-3-(hydroxymethyl)-5-oxo-4,5-dihydro-1H-1,2,4-triazol-1-yl)-4-(1-methylcyclopropyl)isoquinolin-1(2H)-one